FC(C=1C(=C(C=CC1)[C@@H](C)NC=1C2=C(N=C(N1)C)N=C(C(=C2)C2(CCN(CC2)C(CF)=O)O)OC)F)F (R)-1-(4-(4-((1-(3-(difluoromethyl)-2-fluorophenyl)ethyl)amino)-7-methoxy-2-methylpyrido[2,3-d]pyrimidin-6-yl)-4-hydroxypiperidin-1-yl)-2-fluoroethan-1-one